(2R,3S,4R,5S)-4-[[3-(2-ethoxy-3,4-difluoro-phenyl)-4,5-dimethyl-5-(trifluoromethyl)tetrahydrofuran-2-carbonyl]amino]-1-oxo-pyridin-1-ium-2-carboxamide C(C)OC1=C(C=CC(=C1F)F)[C@H]1C(O[C@@]([C@@H]1C)(C(F)(F)F)C)C(=O)NC1=C[C@@H]([N+](C=C1)=O)C(=O)N